C(C)(C)(C)OC(=O)N(C([O-])=O)C1=C(C(=C2C(=N1)OCCO2)Cl)C N-tert-butoxycarbonyl-N-(8-chloro-7-methyl-2,3-dihydro-[1,4]dioxino[2,3-b]pyridin-6-yl)carbamate